ClC=1C=C(C=CC1F)[C@@H](CO)NC(=O)C1=CN(C=C1)C1=NC(=NC=C1C)NC1=CC(=C(C(=C1)OC)OC)OC (S)-N-(1-(3-chloro-4-fluorophenyl)-2-hydroxyethyl)-1-(5-methyl-2-((3,4,5-trimethoxyphenyl)amino)pyrimidin-4-yl)-1H-pyrrole-3-amide